CN1C(NC2=CC(=CC=C2C1=O)C=1C=C(C(=O)NC=2C=CC(=NC2)C(=O)NC)C=CC1)=O 5-(3-(3-methyl-2,4-dioxo-1,2,3,4-tetrahydroquinazolin-7-yl)benzamido)N-methylpicolinamide